7-ethoxy-4,6-difluoro-dibenzothiophene-triflate OS(=O)(=O)C(F)(F)F.C(C)OC1=C(C2=C(C3=C(S2)C(=CC=C3)F)C=C1)F